3-((3,6-dibromo-2-fluorophenylmethyl)amino)piperidine-2,6-dione BrC=1C(=C(C(=CC1)Br)CNC1C(NC(CC1)=O)=O)F